4-(1-hydroxyethyl)benzene-1,3-diol OC(C)C1=C(C=C(C=C1)O)O